6-[3-(Difluoromethyl)-4-fluoro-phenyl]-1-[(5-methyl-2-thienyl)methyl]pyrazolo[4,3-b]pyridine FC(C=1C=C(C=CC1F)C=1C=C2C(=NC1)C=NN2CC=2SC(=CC2)C)F